OC(C)C=1N(C(=NC1)C(=O)O)C 1-hydroxyethyl-3-methylimidazolecarboxylic acid